ClC1=C(OC(C(=O)O)C)C=C(C(=C1)Cl)Cl 2-(2,4,5-trichlorophenoxy)propanoic acid